4-[6-amino-4-ethyl-5-(3-methyl-1H-indazol-5-yl)-3-pyridinyl]phenol NC1=C(C(=C(C=N1)C1=CC=C(C=C1)O)CC)C=1C=C2C(=NNC2=CC1)C